C1(CCC1)N1N=C(C(=C1NC([C@H](C(C)C)C)=O)C)CC1CC(C1)(F)F (S)-N-(1-cyclobutyl-3-((3,3-difluorocyclobutyl)methyl)-4-methyl-1H-pyrazol-5-yl)-2,3-dimethylbutanamide